C1(CCCCC1)[Sn+](C1CCCCC1)C1CCCCC1 tricyclohexyl-tin (IV)